(1R,4s)-4-(8-(2,6-dichloro-4-cyanophenylamino)-2-((3S,4S)-3-fluorotetrahydro-2H-pyran-4-ylamino)-9H-purin-9-yl)cyclohexanecarboxamide ClC1=C(C(=CC(=C1)C#N)Cl)NC=1N(C2=NC(=NC=C2N1)N[C@@H]1[C@@H](COCC1)F)C1CCC(CC1)C(=O)N